bicyclo[2.2.1]heptanoic acid C12(CCC(CC1)C2)C(=O)O